C(C)(C)(C)OC(=O)N1CCC(CC1)C=1C=CC=C2C(=CC(OC12)C=1C=NC(=CC1)C#N)F 4-(2-(6-Cyanopyridin-3-yl)-4-fluoro-2H-chromen-8-yl)piperidine-1-carboxylic acid tert-butyl ester